3-(benzimidazol-1-yl)benzoic acid N1(C=NC2=C1C=CC=C2)C=2C=C(C(=O)O)C=CC2